6-cyano-N-(5-(1-methyl-1H-pyrazol-5-yl)thiazolo[5,4-b]pyridin-2-yl)-2-morpholinonicotinamide C(#N)C1=NC(=C(C(=O)NC=2SC3=NC(=CC=C3N2)C2=CC=NN2C)C=C1)N1CCOCC1